IC1=NN(C(=C1)C1[C@H]2CC(C[C@@H]12)=O)C(C)C (1r,5s,6r)-6-(3-iodo-1-isopropyl-1H-pyrazol-5-yl)bicyclo[3.1.0]hexane-3-one